C(CCCCCCC)(=O)OC(C(CCCCCCC)Br)CCCCCCCC 8-bromoheptadec-9-yl octanoate